FC1=C2[C@H](N(C(C2=CC=C1C1=NC=CC(=C1F)CN1C[C@H](CC1)O)=O)[C@@H]1C(NC(CC1)=O)=O)C (S)-3-((R)-4-fluoro-5-(3-fluoro-4-(((S)-3-hydroxypyrrolidin-1-yl)methyl)pyridin-2-yl)-3-methyl-1-oxoisoindolin-2-yl)piperidine-2,6-dione